(2S)-1-[4-(4,4,5,5-tetramethyl-1,3,2-dioxaborolan-2-yl)pyrazol-1-yl]butan-2-ol CC1(OB(OC1(C)C)C=1C=NN(C1)C[C@H](CC)O)C